9-[1-[(6-Chloro-2-morpholino-3-pyridyl)amino]ethyl]-4-ethyl-3-(2-hydroxyethyl)-7-methyl-pyrazolo[3,4-c]isoquinolin-5-one ClC1=CC=C(C(=N1)N1CCOCC1)NC(C)C=1C=2C3=C(N(C(C2C=C(C1)C)=O)CC)N(N=C3)CCO